methyl 1-((1-ethyl-1H-imidazol-5-yl) methyl)-2-((4-(5-fluoro-4-hydroxypyrimidin-2-yl) cyclohex-3-en-1-yl) methyl)-1H-benzo[d]imidazole-6-carboxylate C(C)N1C=NC=C1CN1C(=NC2=C1C=C(C=C2)C(=O)OC)CC2CC=C(CC2)C2=NC=C(C(=N2)O)F